C1(=CC=CC=C1)C1=NC2=C3C(=C4C(=C2N=C1)C=CC=C4)C=CC=C3 2-phenyldibenzo[f,h]quinoxaline